C1(CC1)OCC1=C(SC=C1)C=O 3-(Cyclopropyloxymethyl)thiophene-2-carbaldehyde